3-methyl-[2-oxo-2-(piperazin-1-yl)ethyl]-2,5-dihydro-1H-pyrrole-2,5-dione hydrochloride Cl.CC=1C(N(C(C1)=O)CC(N1CCNCC1)=O)=O